N1=C(C=CC2=CC=CC=C12)B(O)O quinolineboronic acid